C1(=C(C=CC=C1)C(C(=O)O)O)C(C(=O)O)O 1,2-phenylenediglycolic acid